NC1C(=O)NC(C1)=O Amino-succinimide